S(=O)(O)OC(C(C(OS(=O)O)(CCCCCCCCCCCCC)C1=CC=CC=C1)(C(OS(=O)O)(CCCCCCCCCCCCC)C1=CC=CC=C1)C(OS(=O)O)(CCCCCCCCCCCCC)C1=CC=CC=C1)(CCCCCCCCCCCCC)C1=CC=CC=C1 tetraphenyl-tetra(tridecyl)pentaerythritol tetrasulphite